4-(2-Cyclopropyloxazol-4-yl)-N-((trans-4-(5-methoxy-6-methylpyridin-2-yl)cyclohexyl)methyl)pyridin-2-amine C1(CC1)C=1OC=C(N1)C1=CC(=NC=C1)NC[C@@H]1CC[C@H](CC1)C1=NC(=C(C=C1)OC)C